C[Si](C)(C)CC(CC1(C=CC=C1)[Li])=C.[Li] lithium ([2-(trimethylsilylmethyl)allyl]cyclopentadienyl-lithium)